allyl (S)-(5-(benzyloxy)-2-(2-(hydroxymethyl)-4-(thiophen-3-yl)-1,2,3,6-tetrahydropyridine-1-carbonyl)-4-methoxyphenyl)carbamate C(C1=CC=CC=C1)OC=1C(=CC(=C(C1)NC(OCC=C)=O)C(=O)N1[C@@H](CC(=CC1)C1=CSC=C1)CO)OC